CN1CC(C(CC1)CC=1SC2=C(N1)C=C(C=C2)C2=CC[C@@H](CN2C(=O)OC(C)(C)C)C)C tert-butyl (3S)-6-[2-[(1,3-dimethyl-4-piperidyl)methyl]-1,3-benzothiazol-5-yl]-3-methyl-3,4-dihydro-2H-pyridine-1-carboxylate